5-(2-((4-(tert-butyl)phenethyl)amino)pyridin-4-yl)-1H-indazol-3-amine C(C)(C)(C)C1=CC=C(CCNC2=NC=CC(=C2)C=2C=C3C(=NNC3=CC2)N)C=C1